BrC=1C=C2C(=NC=NC2=C(C1)OC(F)F)NC(C)C1=NC=CN=C1N1N=CC=N1 6-bromo-8-(difluoromethoxy)-N-[1-[3-(triazol-2-yl)pyrazin-2-yl]ethyl]quinazolin-4-amine